7-amino-6-(3-bromobenzyl)-5-azaspiro[2.4]Heptane-5-carboxylic acid tert-butyl ester C(C)(C)(C)OC(=O)N1CC2(CC2)C(C1CC1=CC(=CC=C1)Br)N